C(C)(C)(C)OC(=O)N1CCC(CC1)C(=O)N1OCC[C@H]1C1=CC(=CC(=C1)F)C#N (S)-4-(3-(3-cyano-5-fluorophenyl)isoxazolidine-2-carbonyl)piperidine-1-carboxylic acid tert-butyl ester